2-(4-bromobenzyl)pyridine BrC1=CC=C(CC2=NC=CC=C2)C=C1